N1CC(C1)C1=NC=2C(=NC=CC2C2CCN(CC2)C(=O)C2=CC=C(C=C2)OC(F)(F)F)N1 [4-[2-(Azetidin-3-yl)-3H-imidazo[4,5-b]pyridin-7-yl]-1-piperidyl]-[4-(trifluoromethoxy)phenyl]methanone